N-(3-aminopropyl)-N'-[3-(3-aminopropylamino)propyl]butane-1,4-diamine NCCCNCCCCNCCCNCCCN